3-Methyl-1H-1,2,4-triazole CC1=NNC=N1